t-butylperoxycarbonate C(C)(C)(C)OC(=O)O[O-]